4-((4-(4-(2-cyclopropyl-5-methoxy-4-nitrophenyl)piperazin-1-yl)piperidin-1-yl)methyl)piperidine-1-carboxylic acid tert-butyl ester C(C)(C)(C)OC(=O)N1CCC(CC1)CN1CCC(CC1)N1CCN(CC1)C1=C(C=C(C(=C1)OC)[N+](=O)[O-])C1CC1